(R)-N-(2-(3-(azidomethyl)pyrrolidin-1-yl)ethyl)-4-isobutylbenzenesulfonamide N(=[N+]=[N-])C[C@H]1CN(CC1)CCNS(=O)(=O)C1=CC=C(C=C1)CC(C)C